isopropyl 2-((5-acrylamido-4-((2-(dimethylamino)ethyl)(methyl)amino)-2-methoxyphenyl)amino)-4-(spiro(cyclobutane-1,3'-pyrrolo[3,2-b]pyridin)-1'(2'H)-yl)pyrimidine-5-carboxylate C(C=C)(=O)NC=1C(=CC(=C(C1)NC1=NC=C(C(=N1)N1CC2(C3=NC=CC=C31)CCC2)C(=O)OC(C)C)OC)N(C)CCN(C)C